BrC=1C=C(C=C(C1)F)C=1N=NN(C1)[C@@H]1[C@H]([C@@H](O[C@H]2[C@@H]1OC(OC2)(C)C)C(=O)O)OC (4aR,6R,7R,8R,8aR)-8-(4-(3-bromo-5-fluorophenyl)-1H-1,2,3-triazol-1-yl)-7-methoxy-2,2-dimethylhexahydropyrano[3,2-d][1,3]dioxine-6-carboxylic acid